BrC1=CC=C(C(=C1OCC=1CCN(CC1)C(=O)OC(C)(C)C)C=O)C(=O)OC tert-butyl 4-((6-bromo-2-formyl-3-(methoxy carbonyl)phenoxy)methyl)-3,6-dihydropyridine-1(2H)-carboxylate